5-chloro-2-(difluoromethoxy)benzoic acid methyl ester COC(C1=C(C=CC(=C1)Cl)OC(F)F)=O